Cl.N=1NN=NC1C1=CC=C(C=C1)NC([C@H](C1=CC=CC=C1)N)=O (S)-N-(4-(2H-tetrazole-5-yl)phenyl)-2-amino-2-phenyl-acetamide hydrochloride